NC1=C(C2=C(C=C1)COC[C@@]21CC=2N=C(N=C(C2CO1)N1CCOCCC1)OC[C@]12CCCN2C[C@@H](C1)F)C#N (R)-6-amino-2'-(((2R,7aS)-2-fluorotetrahydro-1H-pyrrolizin-7a(5H)-yl)methoxy)-4'-(1,4-oxazepan-4-yl)-5',8'-dihydrospiro[isochromane-4,7'-pyrano[4,3-d]pyrimidine]-5-carbonitrile